CC(C)(C(C)(C1=CC=C(C=C1)I)C)C1=CC=C(C=C1)I 2,3-dimethyl-2,3-di(p-iodophenyl)butane